4,4'-bicyclohexanol C1(CCC(CC1)C1CCCCC1)O